The molecule is a very long-chain omega-6 fatty acid that is octacosanoic acid having four double bonds located at positions 13, 16, 19, 22 (the 13Z,16Z,19Z,22Z-isomer). It is an omega-6 fatty acid and an octacosatetraenoic acid. It is a conjugate acid of a (13Z,16Z,19Z,22Z)-octacosatetraenoate. CCCCC/C=C\\C/C=C\\C/C=C\\C/C=C\\CCCCCCCCCCCC(=O)O